N-(4-((6-(3,3-difluorocyclobutoxy)-2-(1,1-difluoroethyl)pyrimidin-4-yl)amino)-5-ethoxypyridin-2-yl)acetamide FC1(CC(C1)OC1=CC(=NC(=N1)C(C)(F)F)NC1=CC(=NC=C1OCC)NC(C)=O)F